NCCCCC(C)N1C(=NC2=C1C(=CC=C2)C(N(C)C)=O)NC(=O)C=2N=C(SC2)C(=O)O 4-((1-(6-aminohexan-2-yl)-7-(dimethylcarbamoyl)-1H-benzo[d]imidazol-2-yl)carbamoyl)thiazole-2-carboxylic acid